(S)-2-((1-(5-(3-isopropylphenyl)-1,3,4-oxadiazol-2-yl)ethyl)carbamoyl)-4-methoxypyridin-3-yl isobutyrate C(C(C)C)(=O)OC=1C(=NC=CC1OC)C(N[C@@H](C)C=1OC(=NN1)C1=CC(=CC=C1)C(C)C)=O